2-phenyl-5-methylbenzoOxazole C1(=CC=CC=C1)C=1OC2=C(N1)C=C(C=C2)C